C1C(CC12CCNCC2)C(C)OC=2C(C=C(OC2)CN2CC1=CC=CC=C1CC2)=O 5-(1-(7-azaspiro[3.5]non-2-yl)ethoxy)-2-((3,4-dihydroisoquinolin-2(1H)-yl)methyl)-4H-pyran-4-one